5-chloro-4-cyano-N-(4-methyl-3-((3-(9-(tetrahydro-2H-pyran-2-yl)-9H-purin-6-yl)pyridin-2-yl)amino)phenyl)-picolinamide ClC=1C(=CC(=NC1)C(=O)NC1=CC(=C(C=C1)C)NC1=NC=CC=C1C1=C2N=CN(C2=NC=N1)C1OCCCC1)C#N